(1R,4S,5R)-5-methyl-quinuclidin-3-one C[C@@H]1[C@H]2C(CN(C1)CC2)=O